((R)-1-(4-(ethylsulfonyl)phenyl)-2-hydroxyethyl)-4-(3-(4-(trifluoromethyl)phenyl)piperidin-1-yl)benzamide C(C)S(=O)(=O)C1=CC=C(C=C1)[C@@H](CO)C1=C(C(=O)N)C=CC(=C1)N1CC(CCC1)C1=CC=C(C=C1)C(F)(F)F